N-(4-(4-hydroxypiperidin-1-yl)-6-methylpyridin-3-yl)-2-methoxynicotinamide OC1CCN(CC1)C1=C(C=NC(=C1)C)NC(C1=C(N=CC=C1)OC)=O